2-[(1-cyano-1-methylpropyl)azo]-2-methyl-valeronitrile C(#N)C(CC)(C)N=NC(C#N)(CCC)C